ClC=1C=C(C=CC1)C1=CC(=CC=C1)C1=CC=2C3(C4=CC=CC=C4OC2C=C1)C1=CC=CC=C1C=1C=CC=CC13 2'-(3'-chloro-[1,1'-biphenyl]-3-yl)spiro[fluorene-9,9'-xanthene]